Maleinate C(\C=C/C(=O)[O-])(=O)[O-]